CN1N=NC2=C1C=CC(=C2)N 1-methyl-1H-benzo[d][1,2,3]triazol-5-amin